1-(5-(2-((4-bromo-2,6-dimethylphenyl)imino)-1-(p-tolyl)vinyl)-2-methylfuran-3-yl)ethanone BrC1=CC(=C(C(=C1)C)N=C=C(C1=CC=C(C=C1)C)C1=CC(=C(O1)C)C(C)=O)C